methyl (E)-3-(3-(((4-(4-methoxyphenyl) bicyclo[2.2.2]octan-1-yl)methyl)amino)phenyl)but-2-enoate COC1=CC=C(C=C1)C12CCC(CC1)(CC2)CNC=2C=C(C=CC2)/C(=C/C(=O)OC)/C